C(C)C1=CC=2SC=3C(CC=CC3SC2C(=C1)CC)=O 2,4-diethyl-thianthrene-9-one